tert-Butyl (S)-(2-(4-(4-acryloyl-2-methylpiperazin-1-yl)-6-chloro-7-(2-fluorophenyl)-2-oxopyrido[2,3-d]pyrimidin-1(2H)-yl)-3-isopropylphenyl)carbamate C(C=C)(=O)N1C[C@@H](N(CC1)C=1C2=C(N(C(N1)=O)C1=C(C=CC=C1C(C)C)NC(OC(C)(C)C)=O)N=C(C(=C2)Cl)C2=C(C=CC=C2)F)C